1-[2-chloro-4-[[5-[6-(dimethylamino)-2,5-difluoro-3-pyridinyl]-1-methyl-imidazole-2-carbonyl]amino]benzoyl]-N-(1,1-dimethylpyrrolidin-1-ium-3-yl)piperidine-4-carboxamide ClC1=C(C(=O)N2CCC(CC2)C(=O)NC2C[N+](CC2)(C)C)C=CC(=C1)NC(=O)C=1N(C(=CN1)C=1C(=NC(=C(C1)F)N(C)C)F)C